CP([O-])(=O)CC.CP([O-])(=O)CC.[Ti+2].[Si](C)(C)(C(C)(C)C)O[C@H]1C[C@@H](N(C12CC2)C(=O)C2CC2)CO ((5R,7S)-7-((tert-Butyldimethylsilyl)oxy)-5-(hydroxymethyl)-4-azaspiro[2.4]heptan-4-yl)(cyclopropyl)methanone titanium bis(methylethylphosphinate)